C1(CC1)C=1N(C2=C(N1)C=CC(=C2)C=2C=C(C(N(C2)C)=O)C)CCOC 5-[2-cyclopropyl-3-(2-methoxyethyl)benzimidazol-5-yl]-1,3-dimethyl-pyridin-2-one